NC1=NN2C(C=C(C=C2)C=2C=C(C(=NC2C)C)C(=O)NCC2=C(C(=CC(=C2)F)F)OCC2CCCC2)=N1 5-{2-amino-[1,2,4]triazolo[1,5-a]pyridin-7-yl}-N-{[2-(cyclopentylmethoxy)-3,5-difluorophenyl]methyl}-2,6-dimethylpyridine-3-carboxamide